C(C)(C)(C)OC(=O)N1[C@@H](CN(CC1)CCCCC1=CC2=C(N(C(N2C)=O)C2C(NC(CC2)=O)=O)C=C1)C(=O)O (2S)-1-tert-butoxycarbonyl-4-[4-[1-(2,6-dioxo-3-piperidyl)-3-methyl-2-oxo-benzimidazol-5-yl]butyl]piperazine-2-carboxylic acid